(3R)-N-cyclopropylpyrrolidin-3-amine C1(CC1)N[C@H]1CNCC1